FC=1C(=NC(=C(C1)F)N[C@H]1CNCC[C@@H]1F)C1=CN=C2N1C=C(C=C2)C(C(F)(F)F)(C)O 2-(3-(3,5-difluoro-6-(((3S,4S)-4-fluoropiperidin-3-yl)amino)pyridin-2-yl)imidazo[1,2-a]pyridin-6-yl)-1,1,1-trifluoropropan-2-ol